trichloroacetyl isocyanate ClC(C(=O)N=C=O)(Cl)Cl